C1(=CC(=CC=C1)C1=NN(C=C1)C1=NC=2N(C(=C1)N1CCOCC1)N=C(C2)C2=NNC=C2)C 4-[5-[3-(m-tolyl)pyrazol-1-yl]-2-(1H-pyrazol-3-yl)pyrazolo[1,5-a]pyrimidin-7-yl]morpholine